COC1=NC=C(C=C1S=S(=O)([O-])C1=C(C=C(C=C1)F)F)C=1C=C2C(=NC=NC2=CC1)N1CCN(CC1)C(\C=C\C(C)=O)=O (E)-S-(2-methoxy-5-(4-(4-(4-oxopent-2-enoyl)piperazin-1-yl)quinazolin-6-yl)pyridin-3-yl)-2,4-difluorobenzenesulfonothioate